3-(4-cyanobenzylidene)-5-(4-pyridinyl)-N-methyl-4-piperidone C(#N)C1=CC=C(C=C2CN(CC(C2=O)C2=CC=NC=C2)C)C=C1